C1(=CC=CC=C1)CCC(=O)NCCOC1=CC=C2CCC3(C2=C1)CCC(CC3)C(=O)O 6'-[2-(3-phenylpropanamido)ethoxy]-2',3'-dihydrospiro[cyclohexane-1,1'-indene]-4-carboxylic acid